2-(4-{2-[(R)-2-(trifluoromethyl)-1-azetidinyl]-6-(difluoromethyl)-5-methoxy-4-pyrimidinyl}-1-pyrazolyl)-1-(1-piperazinyl)-1-ethanone FC([C@@H]1N(CC1)C1=NC(=C(C(=N1)C=1C=NN(C1)CC(=O)N1CCNCC1)OC)C(F)F)(F)F